N-{2-[(4-methoxyphenyl)methyl]-3-oxo-2,3-dihydro-1H-isoindol-4-yl}pyridine-3-carboxamide COC1=CC=C(C=C1)CN1CC2=CC=CC(=C2C1=O)NC(=O)C=1C=NC=CC1